(Z)-3-((3,5-dimethyl-1H-pyrrol-2-yl)methylene)-1-((2-(dimethylamino)pyrimidin-5-yl)methyl)-2-oxo-N-(prop-2-yn-1-yl)indole-6-carboxamide CC1=C(NC(=C1)C)\C=C\1/C(N(C2=CC(=CC=C12)C(=O)NCC#C)CC=1C=NC(=NC1)N(C)C)=O